dicyclopentyl-(2,6-dimethoxyphenyl)chloromethylpalladium C1(CCCC1)[Pd](CCl)(C1=C(C=CC=C1OC)OC)C1CCCC1